BrC=1C=C(C=C(C1)Cl)C1(COC(C(N1CC1=CC=C(C=C1)OC)=O)CC=O)C 2-[5-(3-bromo-5-chloro-phenyl)-4-[(4-methoxyphenyl)methyl]-5-methyl-3-oxo-morpholin-2-yl]acetaldehyde